C1(=C(C(=C(C=2C3=C(C(=C(C(=C3N(C12)C=1C=C(C=CC1)NC=1C(=CC=CC1)C1=CC(=CC(=C1)C(C)(C)C)C(C)(C)C)[2H])[2H])[2H])[2H])[2H])[2H])[2H])[2H] N-(3-(9H-carbazol-9-yl-d8)phenyl)-3',5'-di-tert-butyl-[1,1'-biphenyl]-2-amine